CC(CC(C)C1=CC=C(C=C1)O)(CC(C)(C1=CC=C(C=C1)O)C)C1=CC=C(C=C1)O 4,6-dimethyl-2,4,6-tri-(4-hydroxyphenyl)heptane